C(C)(C)(C)OC(=O)N1[C@H](C[C@@H](C1)N1N=C(C(=C1NCCOC)C(N)=O)Br)COC (2R,4S)-4-[3-bromo-4-carbamoyl-5-[(2-methoxyethyl)amino]pyrazol-1-yl]-2-(methoxymethyl)pyrrolidine-1-carboxylic acid tert-butyl ester